(2R,4S)-N-((S)-1-(((1H-Pyrrolo[3,2-c]pyridin-2-yl)methyl)amino)-1-oxopropan-2-yl)-4-benzylpyrrolidine-2-carboxamide Di-trifluoroacetate salt FC(C(=O)O)(F)F.FC(C(=O)O)(F)F.N1C(=CC=2C=NC=CC21)CNC([C@H](C)NC(=O)[C@@H]2NC[C@H](C2)CC2=CC=CC=C2)=O